sodium (S)-3-(3-(1,6-dimethyl-4-oxido-2-oxo-1,2-dihydropyridin-3-yl)ureido)-3-(4-fluoro-3'-methoxybiphenyl-3-yl)propanoate CN1C(C(=C(C=C1C)[O-])NC(N[C@@H](CC(=O)[O-])C=1C=C(C=CC1F)C1=CC(=CC=C1)OC)=O)=O.[Na+].[Na+]